(R)-1-nitro-6,7,8,9-tetrahydro-5H-benzo[7]annulen-5-amine hydrochloride Cl.[N+](=O)([O-])C1=CC=CC2=C1CCCC[C@H]2N